ClC1=C2C(=NC(=C1)Cl)SC=C2C2=CC=CC=C2 4,6-dichloro-3-phenylthieno[2,3-b]pyridine